FC1=C(COC2=CC(=CC3=C2NC(=N3)CN3C(C(=CC=C3)NC([C@@H](CC\C=C\C(=O)N(C)C)CN(C([O-])=O)C)=O)=O)F)C=CC(=C1)F (S,E)-1-((1-((7-((2,4-Difluorobenzyl)oxy)-5-fluoro-1H-benzo[d]imidazol-2-yl)methyl)-2-oxo-1,2-dihydropyridin-3-yl)amino)-7-(dimethylamino)-1,7-dioxohept-5-en-2-yl-dimethylcarbamat